4,6-bis(octylthio)1,3,5-triazine C(CCCCCCC)SC1=NC=NC(=N1)SCCCCCCCC